FC(CN1CCN(CCC1)C1=CC2=C(CC(O2)(C)C)C=C1NC(=O)C=1C=NN2C1N=CC=C2)F N-[6-[4-(2,2-difluoroethyl)-1,4-diazepan-1-yl]-2,2-dimethyl-3H-benzofuran-5-yl]pyrazolo[1,5-a]pyrimidine-3-carboxamide